C(C=C)N[C@@H](C)C(=O)O allyl-L-alanine